3-(6-Aminopyridin-3-yl)-3,6-diazabicyclo[3.1.1]heptane-6-carboxylic acid tert-butyl ester C(C)(C)(C)OC(=O)N1C2CN(CC1C2)C=2C=NC(=CC2)N